FC1=CC=CC(=N1)S(=O)(=O)NC1=CN=C(C(=N1)C1=C(C=CC=C1)CCCCCCNCC(C(=O)OC)(C)C)N1N=C(C=C1)OCC(C(F)(F)F)(C)C methyl 3-[6-[2-[6-[(6-fluoro-2-pyridyl)sulfonylamino]-3-[3-(3,3,3-trifluoro-2,2-dimethyl-propoxy)pyrazol-1-yl]pyrazin-2-yl]phenyl]hexylamino]-2,2-dimethyl-propanoate